N(=[N+]=[N-])C1CCN(CC1)C(=O)OC(C)(C)C 2-methylpropan-2-yl 4-azidohexahydropyridine-1-carboxylate